5-(2-(Azepan-1-ylmethyl)-1H-pyrrolo[2,3-b]pyridin-4-yl)-1H-indazol-3-amine N1(CCCCCC1)CC1=CC=2C(=NC=CC2C=2C=C3C(=NNC3=CC2)N)N1